C1(CCCC1)N(S(=O)(=O)C1=CC=C(C=C1)NC(=O)NCC=1C=NNC1)C N-Cyclopentyl-N-methyl-4-[3-(1H-pyrazol-4-ylmethyl)-ureido]-benzenesulfonamide